FC(CN1C=NC(=C1C=1C=CC=2N(N1)C(=CN2)C(=O)NOC)C2=CC=C(C=C2)F)F 6-(1-(2,2-difluoroethyl)-4-(4-fluorophenyl)-1H-imidazol-5-yl)-N-methoxy-imidazo[1,2-b]pyridazine-3-carboxamide